2-chloro-4-[[(3-methylpyridin-2-yl)methyl]amino]pyrimidin-5-carboxamide ClC1=NC=C(C(=N1)NCC1=NC=CC=C1C)C(=O)N